N-(4-fluoro-3-methylphenyl)-1,4-dimethyl-5-(2-(((1s,4s)-4-(methylsulfonyl)cyclohexyl)amino)-2-oxoacetyl)-2-(pyridin-4-yl)-1H-pyrrole-3-carboxamide FC1=C(C=C(C=C1)NC(=O)C1=C(N(C(=C1C)C(C(=O)NC1CCC(CC1)S(=O)(=O)C)=O)C)C1=CC=NC=C1)C